2-N-[4-(3-aminopropylamino)phenyl]-4-N-(5-cyclopropyl-1H-pyrazol-3-yl)pyrimidine-2,4-diamine NCCCNC1=CC=C(C=C1)NC1=NC=CC(=N1)NC1=NNC(=C1)C1CC1